N-(1-(1H-Imidazol-1-yl)propylidene)-4-chloroaniline N1(C=NC=C1)C(CC)=NC1=CC=C(C=C1)Cl